Bisphenol-A bis(diphenyl phosphate) CC(C)(C1=CC=C(C=C1)OP(=O)(OC2=CC=CC=C2)OC3=CC=CC=C3)C4=CC=C(C=C4)OP(=O)(OC5=CC=CC=C5)OC6=CC=CC=C6